FC1(CCC1)C=1N=C(C2=C(N1)C=NC(=C2)N2CC(CC2)O)N2CCC(CC2)C2=C(C=CC=C2)OC 1-{2-(1-Fluoro-cyclobutyl)-4-[4-(2-methoxy-phenyl)-piperidin-1-yl]-pyrido[3,4-d]pyrimidin-6-yl}-pyrrolidin-3-ol